COC1=C2C=CC(=CC2=CC=C1)N(C1=CC=CC=C1)C 5-methoxy-N-methyl-N-phenylnaphthalen-2-amine